COC1=CC=C(C=C1)CC(=O)NC=1N=CC(=NC1)C(=O)NCC(=O)[O-] N-(5-(2-(4-methoxyphenyl)-acetamido)pyrazine-2-carbonyl)glycinate